ClC=1C(=C(C(=CC1F)F)S(=O)(=O)N(C(OC(C)(C)C)=O)C=1N=CSC1)F tert-butyl ((3-chloro-2,4,6-trifluorophenyl)sulfonyl)(thiazol-4-yl)carbamate